N-(3-Acetamidophenyl)-N-(1-(4-aminophenyl)-2-(benzylamino)-2-oxoethyl)-propiolamide C(C)(=O)NC=1C=C(C=CC1)N(C(C#C)=O)C(C(=O)NCC1=CC=CC=C1)C1=CC=C(C=C1)N